C1(=CC=CC=C1)N1C(NCC=C1)=O 1-phenyl-3,4-dihydropyrimidin-2(1H)-one